ClC1=C(C=CC(=C1)Cl)CC=1NC2=C(N1)C=CC=C2 2-(2,4-Dichlorophenylmethyl)benzimidazole